FC1=C(C(=NC=C1)C)C1CC(C1)O (1s,3s)-3-(4-fluoro-2-methylpyridin-3-yl)cyclobutanol